S(=O)([O-])[O-].[NH4+].[NH4+] Diammonium sulfit